tert-Butyl (2-((3-(azetidine-1-sulfonamido)-5-(7'-fluoro-3'-methyl-2'-oxo-2',3'-dihydrospiro[cyclobutane-1,1'-pyrrolo[2,3-c]quinolin]-8'-yl)pyridin-2-yl)oxy)ethyl)(isopropyl)carbamate N1(CCC1)S(=O)(=O)NC=1C(=NC=C(C1)C1=CC=2C3=C(C=NC2C=C1F)N(C(C31CCC1)=O)C)OCCN(C(OC(C)(C)C)=O)C(C)C